CN(C1=C(C=NN1C1=CC=CC=C1)C(=O)NC1=NC2=CC=CC=C2C=C1)C 5-(dimethylamino)-1-phenyl-N-(quinolin-2-yl)-1H-pyrazole-4-carboxamide